2-(3-(6-bromopyridin-3-yl)-4-methyl-2-oxo-2,3-dihydro-1H-benzo[d]imidazol-1-yl)-N-(2,2,2-trifluoroethyl)acetamide BrC1=CC=C(C=N1)N1C(N(C2=C1C(=CC=C2)C)CC(=O)NCC(F)(F)F)=O